O1C=C(C=C1)C=CC=O 3-(furan-3-yl)prop-2-en-1-one